FC(C=1N2C(C=3C=CC(=CC3C1)C#N)=C1C=CC=CC1=N2)(F)F 6-(Trifluoromethyl)indazolo[3,2-a]isoquinoline-3-carbonitrile